The molecule is an aminobenzoic acid in which the the amino group is ortho- to the carboxylic acid group, and which is substituted para- to the amino group by a nitro group. It is a conjugate acid of a 5-nitroanthranilate. C1=CC(=C(C=C1[N+](=O)[O-])C(=O)O)N